N=1N2C(C=CC1)=CN=C2 imidazo[3,4-b]pyridazine